CC1=CC(=NC=C1N)NC=1C=NN(C1)C 4-methyl-N-(1-methyl-1H-pyrazol-4-yl)pyridin-2,5-diamine